methyl (3-((1-(6-(cyclopropanesulfonamido)spiro[3.3]heptan-2-yl)-3-methyl-2-oxo-2,3-dihydro-1H-imidazo[4,5-c]pyridin-6-yl)amino)-5-(1-methyl-1H-pyrazol-4-yl)phenyl)carbamate C1(CC1)S(=O)(=O)NC1CC2(CC(C2)N2C(N(C=3C=NC(=CC32)NC=3C=C(C=C(C3)C=3C=NN(C3)C)NC(OC)=O)C)=O)C1